2-{3-[(1R)-1-{[6-bromo-7-methyl-2-(trifluoromethyl)-7H-pyrazolo[3,4-h]quinazolin-4-yl]amino}ethyl]-5-fluorophenyl}-2,2-difluoroethan-1-ol BrC=1C=C2C(=NC(=NC2=C2C1N(N=C2)C)C(F)(F)F)N[C@H](C)C=2C=C(C=C(C2)F)C(CO)(F)F